O(C1=CC=CC=C1)CCCCOC(NC(C)(C)C)=O 4-phenoxybutyl-N-t-butylcarbamate